6-[(2S)-2-allyl-pyrrolidin-1-yl]-5-bromo-3-nitro-pyridine-2-carboxylic acid methyl ester COC(=O)C1=NC(=C(C=C1[N+](=O)[O-])Br)N1[C@@H](CCC1)CC=C